N1=CC=C2N1CC1C(C2)C1 4a,5,5a,6-tetrahydro-4H-cyclopropa[d]pyrazolo[1,5-a]pyridine